C(CC(C)C)C(C(=O)O)(O)C.C(C(O)C)(=O)OCCC(C)C isoamyl lactate (isopentyl lactate)